CC1=CC=C(CN2C([C@@H](CC2)N2CCC(CC2)CNC2=NC=CC=N2)=O)C=C1 (R)-1-(4-methylbenzyl)-3-(4-((pyrimidin-2-ylamino)methyl)piperidin-1-yl)pyrrolidin-2-one